(R)-N-(8-fluoro-2-methylimidazo[1,2-a]pyridin-6-yl)-2-methoxy-8-(3-(methylamino)pyrrolidin-1-yl)quinoxaline-5-carboxamide 2,2,2-trifluoroacetate FC(C(=O)O)(F)F.FC=1C=2N(C=C(C1)NC(=O)C=1C=3N=CC(=NC3C(=CC1)N1C[C@@H](CC1)NC)OC)C=C(N2)C